[C@H]12COC[C@H](CC1)N2C2=NC1=CC=C(C=C1C=C2)C=O 2-[(1R,5S)-3-oxa-8-azabicyclo[3.2.1]octan-8-yl]quinoline-6-carbaldehyde